FC(C=1C=C(C=CC1)[C@H](C)N)(F)F (1S)-1-[3-(trifluoromethyl)phenyl]ethan-1-amine